CN1[C@@H]([C@H](CC1=O)C(NCCOCC(NCCOCC(NCCOCC(=O)OC(C)(C)C)=O)=O)=O)C=1C=NC=CC1 tert-Butyl 1-((2S,3S)-1-methyl-5-oxo-2-(pyridin-3-yl)pyrrolidin-3-yl)-1,7,13-trioxo-5,11,17-trioxa-2,8,14-triazanonadecan-19-oate